C(#N)C=1C=C(C=CC1)C=1N=C(SC1C1=CC(=NC(=C1)C)C)NC(=O)N1CCS(CC1)(=O)=N N-[4-(3-cyanophenyl)-5-(2,6-dimethyl-4-pyridyl)thiazol-2-yl]-1-imino-1-oxo-1,4-thiazinane-4-carboxamide